[N+](=O)([O-])CC(=O)NC1=C(C=CC=C1)O nitro-2'-hydroxyacetanilide